C(C)C1=CC=C(C=C1)C#CC1=CC=C(C=C1)CC 1,2-bis(4-ethylphenyl)acetylene